aminoisooxazole NC1=NOC=C1